((2-chloro-6-methoxyphenyl)amino)-4-(((5-(5-(trifluoromethyl)-1,2,4-oxadiazol-3-yl)pyridin-2-yl)methyl)amino)cyclobut-3-ene-1,2-dione ClC1=C(C(=CC=C1)OC)NC=1C(C(C1NCC1=NC=C(C=C1)C1=NOC(=N1)C(F)(F)F)=O)=O